2-(3-((1-methyl-9-(1-methyl-1H-pyrazol-4-yl)-6,7-dihydro-5H-benzo[c][1,2,3]triazolo[1,5-a]azepin-7-yl)amino)phenyl)acetonitrile CC=1N=NN2C1C1=C(C(CC2)NC=2C=C(C=CC2)CC#N)C=C(C=C1)C=1C=NN(C1)C